CCCCCCCC/C=C\CCCCCCCCCCCC(=O)SCCNC(=O)CCNC(=O)C(C(C)(C)COP(=O)(O)OP(=O)(O)OC[C@@H]1[C@H]([C@H]([C@@H](O1)N2C=NC3=C(N=CN=C32)N)O)OP(=O)(O)O)O docosenoyl-CoA